FC1=C(C=CC=C1)CC(=O)NC(C(=O)N1CCOCC(C1)CC=1C=CC=C2C=CN=CC12)(C)C 2-(2-fluorophenyl)-N-(1-(6-(isoquinolin-8-ylmethyl)-1,4-oxazepan-4-yl)-2-methyl-1-oxopropan-2-yl)acetamide